C1(CCC1)N1CCC2(CC1)OCC1=C(O2)C=CC(=C1)C1=NNC2=CC=C(C=C12)O[C@H](C)C1=C(C=NC=C1Cl)Cl (R)-1'-Cyclobutyl-6-(5-(1-(3,5-dichloropyridin-4-yl)ethoxy)-1H-indazol-3-yl)-4H-spiro[benzo[d][1,3]dioxine-2,4'-piperidine]